2-amino-1-butanolate NC(C[O-])CC